BrC1=NC=C(C(=C1)N1CCC2(CC2)CC1)N1N=NC(=C1)C1=NC(=CC=C1)N1CCC(CC1)(F)F 6-[2-bromo-5-[4-[6-(4,4-difluoro-1-piperidinyl)-2-pyridinyl]triazol-1-yl]-4-pyridinyl]-6-azaspiro[2.5]octane